cis-4-((4-methoxy-5-(quinoxalin-6-yl)-7H-pyrrolo[2,3-d]pyrimidin-2-yl)amino)-1-methylcyclohexan-1-ol COC=1C2=C(N=C(N1)NC1CCC(CC1)(O)C)NC=C2C=2C=C1N=CC=NC1=CC2